4-(trifluoromethyl)-2-[4-(trifluoromethyl)phenyl]Benzonitrile FC(C1=CC(=C(C#N)C=C1)C1=CC=C(C=C1)C(F)(F)F)(F)F